ClC1=NC=C(C(=C1)C1=C(C=NC(=C1)C)C(=O)NC=1SC2=C(N1)CN(C2)C(C2=NC(=C(C=C2)OC(F)F)C)=O)OC 2'-chloro-N-(5-(5-(difluoromethoxy)-6-methylpicolinoyl)-5,6-dihydro-4H-pyrrolo[3,4-d]thiazol-2-yl)-5'-methoxy-6-methyl-[4,4'-bipyridine]-3-carboxamide